Ethyl 4-chloro-3-(3-((methylsulfonyl) oxy) propoxy)-5-nitrobenzoate ClC1=C(C=C(C(=O)OCC)C=C1[N+](=O)[O-])OCCCOS(=O)(=O)C